C(C1=CC=CC=C1)(=N)N.[Co] cobalt benzamidine